BrC1=C(C=CC(=C1)F)C1=NNC(OC12CCN(CC2)C[C@H](C)NC(OC(C)(C)C)=O)=O tert-butyl (S)-(1-(5-(2-bromo-4-fluorophenyl)-2-oxo-1-oxa-3,4,9-triazaspiro[5.5]undec-4-en-9-yl)propan-2-yl)carbamate